CN1N=C(C(=C1)C=1C=NN2C1C=C(C=C2)C2=CC(=CO2)C(=O)O)C(F)(F)F 5-[3-[1-methyl-3-(trifluoromethyl)pyrazol-4-yl]pyrazolo[1,5-a]pyridin-5-yl]furan-3-carboxylic acid